FC(C(C(F)(F)F)(O)C1=CC=C(C=C1)C1=CC=C(C=C1)CN1[C@H](CN(CC1)CC1=CC=NC=C1)C(=O)OCC)(F)F ethyl (R)-1-((4'-(1,1,1,3,3,3-hexafluoro-2-hydroxypropan-2-yl)-[1,1'-biphenyl]-4-yl)methyl)-4-(pyridin-4-ylmethyl)piperazine-2-carboxylate